diisobutyl 1,2-cyclohexanedicarboxylate C1(C(CCCC1)C(=O)OCC(C)C)C(=O)OCC(C)C